(R)-N-(6-morpholino-1-oxo-2-((tetrahydrofuran-3-yl)methyl)isoindolin-5-yl)pyrazolo[1,5-a]pyrimidine-3-carboxamide O1CCN(CC1)C1=C(C=C2CN(C(C2=C1)=O)C[C@@H]1COCC1)NC(=O)C=1C=NN2C1N=CC=C2